C1(=CC=CC=C1)NC(SC)=O S-methyl N-phenylcarbamothioate